FC(C(=O)OOC(C(C(C(F)(F)F)(F)F)(F)F)=O)(C(C(F)(F)F)(F)F)F di(perfluorobutyryl) peroxide